O1[C@H](CC[C@H]1C(=O)O)C(=O)O Cis-tetrahydrofuran-2,5-dicarboxylic acid